(1S,4R)-4-(6-chloro-9H-purin-9-yl)-1-methylcyclopent-2-en-1-ol ClC1=C2N=CN(C2=NC=N1)[C@H]1C=C[C@](C1)(O)C